COC1=C(C(=CC(=C1)C1=NC2=C(N1)C=CC(=C2)N2CCCCC2)O)O 3-methoxy-5-(5-(piperidin-1-yl)-1H-benzo[d]imidazol-2-yl)benzene-1,2-diol